C(C1=CC=CC=C1)OC=1C(=CC2=C(C(OC3=CC(=C(C=C23)C)O[Si](C)(C)C(C)(C)C)=O)C1)C 8-(benzyloxy)-3-((tert-butyldimethylsilyl)oxy)-2,9-dimethyl-6H-benzo[c]chromen-6-one